C(C1=CC=CC=C1)C(C(=O)NC=1C=NC2=C(C=CC=C2C1)F)(CC(=C)C)C 2-benzyl-N-(8-fluoro-3-quinolinyl)-2,4-dimethyl-pent-4-enamide